2,4-diethyl-9H-thioxanthene-9-one C(C)C1=CC=2C(C3=CC=CC=C3SC2C(=C1)CC)=O